benzo[d][1,3]dioxol-4-ylhydrazine O1COC2=C1C=CC=C2NN